3-(4-(2-(4-(4-Bromo-5-chloro-2-fluorophenyl)piperazin-1-yl)ethyl)-3-methyl-2-oxo-2,3-dihydro-1H-benzo[d]imidazol-1-yl)piperidine-2,6-dione BrC1=CC(=C(C=C1Cl)N1CCN(CC1)CCC1=CC=CC=2N(C(N(C21)C)=O)C2C(NC(CC2)=O)=O)F